1-(3-fluorobicyclo[1.1.1]pentan-1-yl)-4-((6-(pyridin-3-yl)pyridazin-3-yl)methyl)piperazine-2,3-dione FC12CC(C1)(C2)N2C(C(N(CC2)CC=2N=NC(=CC2)C=2C=NC=CC2)=O)=O